C[C@@H]1CN=C(CC1)C=1C=CC2=CN(N=C2C1)C1CCOCC1 6-[(3S)-3-methyl-2,3,4,5-tetrahydropyridin-6-yl]-2-tetrahydropyran-4-yl-indazole